C1(CC1)C=1C(=CC(=C(CN2CCC3(CC(N(C3)C3=CC=C(C=C3)S(=O)(=O)O)=O)CC2)C1)OCC)C(=O)OC(C)C 4-(8-(5-cyclopropyl-2-ethoxy-4-(isopropyloxycarbonyl)benzyl)-3-oxo-2,8-diazaspiro[4.5]decan-2-yl)benzenesulfonic acid